COC=1C(=NC=CC1C1COC(C1C)(C(F)(F)F)C)C 3-(3-methoxy-2-methyl-4-pyridyl)-4,5-dimethyl-5-(trifluoromethyl)tetrahydrofuran